5-[4-[(3S)-1-(3-fluoropropyl)pyrrolidin-3-yl]oxyphenyl]-6-[4-methoxy-2-(trifluoro-methyl)phenyl]-8,9-dihydro-7H-benzo[7]annulen-2-ol FCCCN1C[C@H](CC1)OC1=CC=C(C=C1)C1=C(CCCC2=C1C=CC(=C2)O)C2=C(C=C(C=C2)OC)C(F)(F)F